(3-(4,4,5-trimethyl-1,3,2-dioxaborolan-2-yl)phenyl)methylamine CC1(OB(OC1C)C=1C=C(C=CC1)CN)C